tert-butyl (3-hydroxypyrrolidin-1-yl)carboxylate OC1CN(CC1)C(=O)OC(C)(C)C